N-octadecenyl-2-(3,4-bis-(2-propen-1-yloxy)-phenyl)-3,5,7-tris-(2-propen-1-yloxy)-quinolin-4-one C(=CCCCCCCCCCCCCCCCC)N1C(=C(C(C2=C(C=C(C=C12)OCC=C)OCC=C)=O)OCC=C)C1=CC(=C(C=C1)OCC=C)OCC=C